5-ethyl-7-methylundecane C(C)C(CCCC)CC(CCCC)C